BrC=1C=CC(=NC1)[N].[N] nitrogen (5-bromo-2-pyridinyl)-nitrogen